gamma-(2,3-epoxypropyl)propyl-trimethoxysilane tert-Butyl-4-[[2-cyano-5-(2-methylprop-1-enyl)phenyl]methyl]piperazine-1-carboxylate C(C)(C)(C)OC(=O)N1CCN(CC1)CC1=C(C=CC(=C1)C=C(C)C)C#N.C(C1CO1)CCC[Si](OC)(OC)OC